CC1=C(C(=CC=C1)C)C=1N=C2NS(C3=CC=CC(CN([C@@H](COC(C1)=N2)CC(C)C)C(=O)OC(C)(C)C)=C3)(=O)=O tert-Butyl (11R)-6-(2,6-dimethylphenyl)-11-(2-methylpropyl)-2,2-dioxo-9-oxa-2λ6-thia-3,5,12,19-tetraazatricyclo[12.3.1.14,8]nonadeca-1(17),4,6,8(19),14(18),15-hexaene-12-carboxylate